1-(2-methylpyridin-3-yl)-5-(hydroxymethyl)-4-(methylamino)-7-(trifluoromethyl)pyrido[2,3-d]pyrimidine-2(1H)-one CC1=NC=CC=C1N1C(N=C(C2=C1N=C(C=C2CO)C(F)(F)F)NC)=O